2-(4-aminophenyl)-2-propyl hydroperoxide NC1=CC=C(C=C1)C(C)(C)OO